1-[2-(pentafluoro-λ6-sulfanyl)phenyl]pyrido[2,3-d]pyrimidin-2-one FS(C1=C(C=CC=C1)N1C(N=CC2=C1N=CC=C2)=O)(F)(F)(F)F